but-3-ene-1,1-disulfonyl difluoride C(CC=C)(S(=O)(=O)F)S(=O)(=O)F